((2S)-1-(((2S)-4-amino-3-hydroxy-4-oxo-1-((S)-2-oxopyrrolidin-3-yl)butan-2-yl)amino)-4-methyl-1-oxopentan-2-yl)carbamic acid 2-(3-chlorophenyl)-2,2-difluoro-1-phenylethyl ester ClC=1C=C(C=CC1)C(C(C1=CC=CC=C1)OC(N[C@H](C(=O)N[C@@H](C[C@H]1C(NCC1)=O)C(C(=O)N)O)CC(C)C)=O)(F)F